COC([C@@H](NC([C@@H](CCC1=CC=CC=C1)N)=O)C)=O ((R)-2-amino-4-phenylbutyryl)-L-alanine methyl ester